FC(C)(F)C1=NC(=CC(=N1)C1=CN(C2=CN=C(C=C21)NC(C)=O)[C@H]2COCC2)CC |r| rac-N-(3-(2-(1,1-Difluoroethyl)-6-ethylpyrimidin-4-yl)-1-(tetrahydrofuran-3-yl)-1H-pyrrolo[2,3-c]pyridin-5-yl)acetamide